FC(OC1=C(C=C(C(=C1OC(F)(F)F)N)OC(F)(F)F)C1=CC=C(N)C=C1)(F)F 2,3,5-tris(trifluoromethoxy)benzidine